2-[(3,5-dimethylpyrazolyl)carboxyamino]ethylmethacrylate CC1=NNC(=C1N(CCOC(C(=C)C)=O)C(=O)O)C